CC1=CC=C(C=C1)N(SC(F)(Cl)Cl)S(=O)(=O)N(C)C N-dichlorofluoromethylthio-N',N'-dimethyl-N-p-tolylsulfamide